pentadienal C(C=CC=C)=O